bis((S)-1,1,1-trifluorooctan-2-yl) 6,6'-(1,4-phenylene)bis(2-naphthoate) C1(=CC=C(C=C1)C=1C=C2C=CC(=CC2=CC1)C(=O)O[C@H](C(F)(F)F)CCCCCC)C=1C=C2C=CC(=CC2=CC1)C(=O)O[C@H](C(F)(F)F)CCCCCC